2-(3,3-dimethylazetidin-1-yl)ethylamine CC1(CN(C1)CCN)C